FC(C1=C(C=CC2=C1S(C(C2=O)(F)F)=O)OC2=C(C#N)C=C(C=C2)F)F (7-(difluoromethyl)-2,2-difluoro-1-oxido-3-oxo-2,3-dihydrobenzo[b]thiophen-6-yl-oxy)-5-fluorobenzonitrile